NC1=NC=2N(C(=C1)OS(=O)(=O)C(F)(F)F)C=C(N2)C2=C(C=CC=C2)OC [7-amino-2-(2-methoxyphenyl)imidazo[1,2-a]pyrimidin-5-yl]trifluoromethanesulfonate